ClC=1C=CC(=C(CN(C(CC=2N=CNC2)=O)CCC2=CC=C(C=C2)S(NCC#C)(=O)=O)C1)OCCC N-(5-chloro-2-propoxybenzyl)-2-(1H-imidazol-4-yl)-N-(4-(N-(prop-2-yn-1-yl)sulfamoyl)phenethyl)acetamide